(2S,3R)-3-phenylazepine-2-carboxylic acid ethyl ester C(C)OC(=O)C=1NC=CC=CC1C1=CC=CC=C1